6,7-Difluoro-N-(4-((4-hydroxybenzyl)amino)phenyl)heptanamid FC(CCCCC(=O)NC1=CC=C(C=C1)NCC1=CC=C(C=C1)O)CF